C1(=CC=CC2=CC=CC=C12)C=1OC2=C(N1)C=CC=C2 (naphthyl)benzoxazole